(3S)-3-(5-chloro-4,4'-difluoro-2',6'-dimethylbiphenyl-3-yl)-3-(2-(5-(2-(3-fluoroazetidin-1-yl)ethyl)-2-oxopyridin-1(2H)-yl)-4-methylpentanamido)propanoic acid ClC=1C(=C(C=C(C1)C1=C(C=C(C=C1C)F)C)[C@H](CC(=O)O)NC(C(CC(C)C)N1C(C=CC(=C1)CCN1CC(C1)F)=O)=O)F